glyceryl-(glycerol) tristearate C(CCCCCCCCCCCCCCCCC)(=O)OC(C(OC(CCCCCCCCCCCCCCCCC)=O)COC(CCCCCCCCCCCCCCCCC)=O)CC(O)CO